3,3'-(2,7-dibromo-9H-fluorene-9,9-diyl)bis(N,N-diethylpropan-1-amine) BrC1=CC=2C(C3=CC(=CC=C3C2C=C1)Br)(CCCN(CC)CC)CCCN(CC)CC